1-ethyl-3,3,5,7-tetramethyl-5-(o-tolyl)octahydrobenzo[c]isoxazole C(C)N1OC(C2C1C(CC(C2)(C2=C(C=CC=C2)C)C)C)(C)C